2-chloro-N-[4-(dimethylamino)cyclohexyl]pyrimidine-4-carboxamide ClC1=NC=CC(=N1)C(=O)NC1CCC(CC1)N(C)C